C(C)(C)(C)OC(=O)N1CCC(CC1)C#CC1=C(N=NC(=C1)Cl)N 4-((3-Amino-6-chloropyridazin-4-yl)ethynyl)piperidine-1-carboxylic acid tert-butyl ester